C(C)(C)C=1C=CC=C(C1C(=O)O)O 6-isopropyl-salicylic acid